ClCCCOP(OCCCCl)(OCCCCl)=O phosphoric acid tri(chloropropyl) ester